CC1=NSC(=C1)C=1N=C(C=2N(C1)N=CC2)O[C@H]2CCN(CCC2)C(C=C)=O (R)-1-(4-((6-(3-methylisothiazol-5-yl)pyrazolo[1,5-a]pyrazin-4-yl)oxy)azepan-1-yl)prop-2-en-1-one